vinyltris(β-methoxyEthoxy)silane C(=C)[Si](OCCOC)(OCCOC)OCCOC